C1(CC1)C1=CC=C(C2=CC=CC=C12)NC1=NC(=NC2=CC(=C(C=C12)OC)OC)S 4-((4-Cyclopropylnaphthalen-1-yl)amino)-6,7-dimethoxyquinazoline-2-thiol